3,5-dimethyl-4-nitropyrrole-2-carbaldehyde CC1=C(NC(=C1[N+](=O)[O-])C)C=O